COCCN[C@@H]1CN(CCC1)C1=C2C(=NC=C1)NC=C2C=2C=NC=NC2 (3S)-N-(2-methoxyethyl)-1-(3-pyrimidin-5-yl-1H-pyrrolo[2,3-b]pyridin-4-yl)piperidin-3-amine